C(=O)(O)C1=CC(=NC=C1)C1=NC=CC(=C1)C(=O)O 4,4'-dicarboxy-bipyridine